ClC1=CC=C(C=C1)C1=C(C=C(C=C1)N1CCNCC1)CN1CCN(CC1)C1=CC=C(C(=O)NS(=O)(=O)C2=CC(=C(C=C2)N[C@@H](CSC2=CC=CC=C2)CCN(C)C)[N+](=O)[O-])C=C1 (R)-4-(4-((4'-chloro-4-(piperazin-1-yl)-[1,1'-biphenyl]-2-yl)methyl)piperazin-1-yl)-N-((4-((4-(dimethylamino)-1-(phenylthio)butan-2-yl)amino)-3-nitrophenyl)sulfonyl)benzamide